CN1N=NC=2N(C1=O)C=NC2C=2OC(=CN2)C 3-Methyl-8-(5-methyl-oxazol-2-yl)imidazo[5,1-d][1,2,3,5]tetrazin-4(3H)-one